ClC1=CC(=C(C=N1)NC(=O)C1=NC(=NC=C1)NC1CC1)C1(OCCO1)CCC N-(6-chloro-4-(2-propyl-1,3-dioxolan-2-yl)pyridin-3-yl)-2-(cyclopropylamino)pyrimidine-4-carboxamide